3-phenyl-1,5-pentanediol C1(=CC=CC=C1)C(CCO)CCO